FC(C(=O)O)(F)F.FC(C(=O)O)(F)F.FC1=C(C=NN1)C=1C=C(C(=NC1)C1=CN=C(N=N1)N(C1CC(NC(C1)(C)C)(C)C)C)O 5-(5-fluoro-1H-pyrazol-4-yl)-2-{3-[methyl(2,2,6,6-tetramethylpiperidin-4-yl)amino]-1,2,4-triazin-6-yl}pyridin-3-ol ditrifluoroacetate